2-deoxy-1-thio-glucose S=CC[C@@H](O)[C@H](O)[C@H](O)CO